BrC=1C=2N(C=CC1F)C(=C(N2)I)CO[Si](C)(C)C(C)(C)C 8-bromo-3-{[(tert-butyldimethylsilyl)oxy]methyl}-7-fluoro-2-iodoimidazo[1,2-a]pyridine